N-(4-(3,4-dihydroisoquinolin-2(1H)-yl-6-d)-2-(ethylsulfanyl)-6-methylphenyl)-3,3-dimethylbutyramide C1N(CCC2=CC(=CC=C12)[2H])C1=CC(=C(C(=C1)C)NC(CC(C)(C)C)=O)SCC